C1(=CC=CC2=CC=CC=C12)C1=CC=C(C=C1)C1=CC(=CC2=C1N=C(O2)C2=CC(=CC=C2)C=2C=NC=CC2)C=2C=CC=1N(C3=CC=CC=C3C1C2)C2=CC=CC=C2 4-(4-naphthalen-1-yl-phenyl)-6-(9-phenyl-[9H]-carbazol-3-yl)-2-(3-pyridin-3-yl-phenyl)-benzoxazole